7-chlorothiazolo[4,5-d]Pyrimidine ClC=1C2=C(N=CN1)N=CS2